6-acetyl-8-cyclopentyl-5-methyl-2-[[5-(piperazin-1-yl)pyridin-2-yl]amino]-8H-pyrido[2,3-D]pyrimidin-7-one C(C)(=O)C1=C(C2=C(N=C(N=C2)NC2=NC=C(C=C2)N2CCNCC2)N(C1=O)C1CCCC1)C